6,7-difluoro-8-hydroxy-1,4-dihydro-4-oxoquinoline-3-carboxylic acid isopropyl ester C(C)(C)OC(=O)C1=CNC2=C(C(=C(C=C2C1=O)F)F)O